methyl 5-(1-(7-chloro-1,3-dimethyl-2-oxo-2,3-dihydro-1H-benzo[d]imidazol-5-yl)-7-(difluoromethyl)-1,2,3,4-tetrahydroquinolin-6-yl)picolinate ClC1=CC(=CC2=C1N(C(N2C)=O)C)N2CCCC1=CC(=C(C=C21)C(F)F)C=2C=CC(=NC2)C(=O)OC